CC(C=O)CC1=CC=C(C=C1)C(C)(C)C 2-methyl-3-(4-tert-butylphenyl)-propionaldehyde